1,2,3,4-tetrahydroisoquinoline-8-carboxamide C1NCCC2=CC=CC(=C12)C(=O)N